ClC1=CC=C2NC=3CC(CC(C3C(C2=C1)=O)=O)C=1N=C(SC1)C1=CC(=CC=C1)OC(F)(F)F 7-chloro-3-(2-(3-(trifluoromethoxy)phenyl)thiazol-4-yl)-3,4-dihydroacridine-1,9(2H,10H)-dione